Br.FC([C@@H]1OCCCNC1)(F)F (R)-2-(trifluoromethyl)-1,4-oxazepan hydrobromide